C(C)C=1C=NN2C1N=C(C=C2NCC=2C=CC(=NC2)OCCN(C(OC(C)(C)C)=O)C)N2[C@@H](CCCC2)CCO tert-butyl N-[2-[[5-[[[3-ethyl-5-[(2S)-2-(2-hydroxyethyl)-1-piperidyl]pyrazolo[1,5-a]pyrimidin-7-yl]amino]methyl]-2-pyridyl]oxy]ethyl]-N-methyl-carbamate